C(C)(C)(C)OC(NC1=NC(=CC=C1)COCCC1=CC(=C(C(=C1)C=1C=NN(C1)C)OC)NC1=C(N=NC(=C1)Cl)C(NC)=O)=O tert-Butyl(6-((3-((6-chloro-3-(methylcarbamoyl)pyridazin-4-yl)amino)-4-methoxy-5-(1-methyl-1H-Pyrazol-4-yl)phenethoxy)methyl)pyridin-2-yl)carbamate